C[N+](C1=CC=CC=C1)(CC1=CC=CC=C1)C N,N-dimethyl-N-benzyl-anilinium